[N+](=O)([O-])C1=CC=C(C=C1)C=1NC2=C(N1)C=CC(=C2)C(=O)C2=CC=CC=C2 [2-(4-Nitro-phenyl)-3H-benzoimidazol-5-yl]-phenyl-methanone